5-[4-[[4-(benzyloxymethyl)phenyl]carbamoyl]-2-pyridyl]-2-methyl-pyridine-3-carboxylic acid C(C1=CC=CC=C1)OCC1=CC=C(C=C1)NC(=O)C1=CC(=NC=C1)C=1C=C(C(=NC1)C)C(=O)O